C1(CCCCC1)[C@H]([C@H](N)C1CCCCC1)N (1R,2R)-1,2-dicyclohexyl-1,2-ethylenediamine